1,2,9-nonantriol C(C(CCCCCCCO)O)O